Di-cetyl phosphate P(=O)(OCCCCCCCCCCCCCCCC)(OCCCCCCCCCCCCCCCC)[O-]